ClC=1C=C(C=C(C1)S(=O)(=O)C)NC(=O)C1=CSC(=C1)C1=CC=CC=C1 N-(3-chloro-5-(methylsulfonyl)phenyl)-5-phenylthiophene-3-carboxamide